1,19-diiodo-9-nonadecene ICCCCCCCCC=CCCCCCCCCCI